COC=1N=NC2=CC(=CC=C2C1)C1=C(C=C(C(=N1)C#N)C)C=1C=NN(C1)CCC(C)(C)OC 6-(3-Methoxycinnolin-7-yl)-5-[1-(3-methoxy-3-methylbutyl)-1H-pyrazol-4-yl]-3-methylpyridin-2-carbonitril